4-(4-aminophenyl)tetrahydro-2H-pyran-4-ol NC1=CC=C(C=C1)C1(CCOCC1)O